4-[[(2S,4R)-5-ethoxy-4-methyl-5-oxo-1-(4-phenylphenyl)pentan-2-yl]amino]-4-oxobutanoic acid C(C)OC([C@@H](C[C@@H](CC1=CC=C(C=C1)C1=CC=CC=C1)NC(CCC(=O)O)=O)C)=O